NC1=NCCC2=C1SC(=C2)CNC(=O)[C@H]2N([C@H]1C[C@]1(C2)C)C(CNC(C2=CC=C(C=C2)OC2=CC=CC=C2)=O)=O (1S,3S,5S)-N-((7-amino-4,5-dihydrothieno[2,3-c]pyridin-2-yl)methyl)-5-methyl-2-((4-phenoxybenzoyl)glycyl)-2-azabicyclo[3.1.0]hexane-3-carboxamide